C(C=C)C1=CC=C(C=C1)C=1C(=CC=C(C1)Cl)C(=O)NC1=NC(=NC(=C1)C)N1CC(C(CC1)(F)F)C=C 4'-allyl-5-chloro-N-(2-(4,4-difluoro-3-vinylpiperidin-1-yl)-6-methylpyrimidin-4-yl)-[1,1'-biphenyl]-2-carboxamide